3-(ethoxymethoxy)benzaldehyde C(C)OCOC=1C=C(C=O)C=CC1